BrC=1C(=C2C(=NC1)NC(=N2)C2=CC=C(C=C2)N2CCC(CC2)CCOC)NC2CCN(CC2)C 6-Bromo-2-{4-[4-(2-methoxyethyl)piperidin-1-yl]phenyl}-N-(1-methylpiperidin-4-yl)-3H-imidazo[4,5-b]pyridin-7-amine